1,3-dimethyl-1,3-diazin-2-one CN1C(N(CC=C1)C)=O